C1CCCC12OCCN(C2)C(=O)C2=NOC(=N2)C2=C(C(=C(C(=C2)F)F)O)F (6-oxa-9-azaspiro[4.5]dec-9-yl)(5-(2,4,5-trifluoro-3-hydroxyphenyl)-1,2,4-oxadiazol-3-yl)methanone